(R)-N4-(4-Chloro-2-(1-(2-methoxyethyl)-1H-pyrazol-4-yl)thiazol-5-yl)-2-methyl-N1-((S)-11-oxo-2,3,10,11-tetrahydro-1H,5H-benzo[d]pyrazolo[1,2-a][1,2]diazepin-10-yl)succinamid ClC=1N=C(SC1NC(C[C@H](C(=O)N[C@H]1C2=C(CN3N(C1=O)CCC3)C=CC=C2)C)=O)C=2C=NN(C2)CCOC